[3-(1-acetylpiperidin-4-yl)-4'-fluoro-1'-methyl-[4,6'-biindazol]-1-yl]acetic acid C(C)(=O)N1CCC(CC1)C1=NN(C=2C=CC=C(C12)C1=CC(=C2C=NN(C2=C1)C)F)CC(=O)O